The molecule is an aminodisaccharide that is 2-acetamido-2-deoxy-6-O-sulfo-beta-D-galactopyranose in which the hydroxy group at position 3 has been glycosylated by an alpha-L-threo-hex-4-enopyranosiduronic acid group. It is an amino disaccharide and an oligosaccharide sulfate. CC(=O)N[C@@H]1[C@H]([C@H]([C@H](O[C@H]1O)COS(=O)(=O)O)O)O[C@H]2[C@@H]([C@H](C(=C(O2)C(=O)O)O)O)O